C(C)(C)(C)OC(=O)NC1=C(C=NC=C1)C1(CC1)NCC(=O)OCC1=CC=CC=C1 Benzyl 2-[(1-{4-[(tert-butoxycarbonyl)amino]pyridin-3-yl}cyclopropyl)amino]acetate